5-methoxy-2-((1-(7-methyl-4-oxo-2-(piperidin-1-yl)-4H-pyrido[1,2-a]pyrimidin-9-yl)ethyl)amino)benzoic acid COC=1C=CC(=C(C(=O)O)C1)NC(C)C1=CC(=CN2C1=NC(=CC2=O)N2CCCCC2)C